2-fluoro-6-(4-fluoro-2-methylphenoxy)-N-(3-(N-hydroxycarbamoyl)-4-methylphenyl)-3-(trifluoromethyl)Benzamide FC1=C(C(=O)NC2=CC(=C(C=C2)C)C(NO)=O)C(=CC=C1C(F)(F)F)OC1=C(C=C(C=C1)F)C